FC1=C(C=CC=2CS(CC21)(=O)=O)NC2=NN(C(=C2)[C@@H]2C[C@@H](CC2)OC(=O)OC2=CC=C(C=C2)[N+](=O)[O-])C(=O)OC2=CC=C(C=C2)[N+](=O)[O-] cis-4-nitrophenyl 3-((4-fluoro-2,2-dioxido-1,3-dihydrobenzo[c]thiophen-5-yl)amino)-5-(3-(((4-nitrophenoxy)carbonyl)oxy)cyclopentyl)-1H-pyrazole-1-carboxylate